O=C1N(CCC(N1)=O)C=1C=C(C(=O)OC2=C(C(=C(C(=C2F)F)F)F)F)C=CC1C pentafluorophenyl 3-(2,4-dioxotetrahydropyrimidin-1(2H)-yl)-4-methylbenzoate